3-(3-fluoro-4-methoxyphenyl)-3-(5-(3-(5,6,7,8-tetrahydro-1,8-naphthyridin-2-yl)propyl)-1-((2-(trimethylsilyl)ethoxy)methyl)-1H-pyrazol-3-yl)propionic acid tert-butyl ester C(C)(C)(C)OC(CC(C1=NN(C(=C1)CCCC1=NC=2NCCCC2C=C1)COCC[Si](C)(C)C)C1=CC(=C(C=C1)OC)F)=O